N-(4-fluoro-3-methylphenyl)-3-(2-((2-hydroxy-2-methylpropyl)amino)-2-oxoacetyl)-2-methyl-5,6,7,8-tetrahydroindolizine-1-carboxamide FC1=C(C=C(C=C1)NC(=O)C=1C(=C(N2CCCCC12)C(C(=O)NCC(C)(C)O)=O)C)C